diphenylphosphinyl-1,4-dioxonaphthalene C1(=CC=CC=C1)P(=O)(C1=CC=CC=C1)C=1C(C2=CC=CC=C2C(C1)=O)=O